NC(C(=O)N1CCOCC1)(C)C 2-amino-2-methyl-1-morpholino-propan-1-one